(2S)-N-{(1S)-1-(2-chlorophenyl)-2-[(3,3-difluorocyclobutyl)-amino]-2-oxoethyl}-1-(4-cyanopyridin-2-yl)-N-(5-fluoropyridin-3-yl)-5-oxopyrrolidine-2-carboxamide ClC1=C(C=CC=C1)[C@@H](C(=O)NC1CC(C1)(F)F)N(C(=O)[C@H]1N(C(CC1)=O)C1=NC=CC(=C1)C#N)C=1C=NC=C(C1)F